lauryldimethylaminopropyl-methacrylamide C(CCCCCCCCCCC)C(=C(C(=O)N)C)CCCN(C)C